(2R,5R)-5-Phenyl-pyrrolidine-2-carboxylic acid C1(=CC=CC=C1)[C@H]1CC[C@@H](N1)C(=O)O